C(C)(C)(C)C1=CC=C(CO[C@H]2[C@@H](CCC2)NC(OC(C)(C)C)=O)C=C1 tert-butyl ((1R,2R)-2-((4-(tert-butyl)benzyl)oxy)cyclopentyl)carbamate